tert-Butyl (2R,5R)-5-{[5-(2,6-dichlorophenyl)-1-trityl-1H-indazol-3-yl]carbamoyl}-2-methylpiperidine-1-carboxylate ClC1=C(C(=CC=C1)Cl)C=1C=C2C(=NN(C2=CC1)C(C1=CC=CC=C1)(C1=CC=CC=C1)C1=CC=CC=C1)NC(=O)[C@@H]1CC[C@H](N(C1)C(=O)OC(C)(C)C)C